OC1(CN(C1)C(=O)OCCCC)C1=CNC2=CC=C(C=C12)OC Butyl 3-hydroxy-3-(5-methoxy-1H-indol-3-yl)-azetidine-1-carboxylate